NC1=NC=NN2C1=C(C=C2C=2C(=C(C(=O)N[C@@H]1CN(C[C@@H]1F)C(C1=CC=C(C=C1)F)=O)C=CC2)F)C(F)(F)F 3-[4-amino-5-(trifluoromethyl)pyrrolo[2,1-f][1,2,4]triazin-7-yl]-2-fluoro-N-[(3R,4S)-4-fluoro-1-(4-fluorobenzoyl)pyrrolidin-3-yl]benzamide